CC1=NN2C(N=C(C(=C2C)C[C@H]2CN(CC2)C2=NC=C(N=C2)C2=CC=C(C=C2)CN2CCN(CC2)S(=O)(=O)C)C)=N1 2,5,7-trimethyl-6-({(3R)-1-[5-(4-{[4-(methylsulfonyl)piperazin-1-yl]methyl}phenyl)pyrazin-2-yl]pyrrolidin-3-yl}methyl)[1,2,4]triazolo[1,5-a]pyrimidine